C1NCC12CC(C2)N2C(=NC1=C3CC[C@@H](NC3=CC=C12)C)CCC1=CC=CC=C1 (7S)-3-{2-Azaspiro[3.3]heptan-6-yl}-7-methyl-2-(2-phenylethyl)-3H,6H,7H,8H,9H-imidazo[4,5-f]chinolin